dichloro(phenylmethylene)bis(tricyclohexylphosphine) ruthenium (II) [Ru+2].ClP(C(P(C1CCCCC1)(C1CCCCC1)(C1CCCCC1)Cl)C1=CC=CC=C1)(C1CCCCC1)(C1CCCCC1)C1CCCCC1